C(C)C(COC(C)=O)CCCC acetic acid 2-ethylhexyl ester